2-cyclopentyl-N-(4-(methylsulfonyl)but-3-en-2-yl)-4-((tetrahydro-2H-pyran-4-yl)oxy)pyrimidine-5-carboxamide C1(CCCC1)C1=NC=C(C(=N1)OC1CCOCC1)C(=O)NC(C)C=CS(=O)(=O)C